1-(3-chloropyrazin-2-yl)methylamine hydrochloride Cl.ClC=1C(=NC=CN1)CN